O=C1C[C@H]2C([C@H]2C1)C(=O)OCC ethyl (1R,5S,6r)-3-oxo-bicyclo[3.1.0]hexane-6-carboxylate